N-(1-cyclopropyl-2-(2-furyl)-6-methoxy-5-benzimidazolyl)-5-(3,4,5-trimethoxytolyl)-1,3,4-thiadiazol-2-amine C1(CC1)N1C(=NC2=C1C=C(C(=C2)NC=2SC(=NN2)C2=C(C=C(C(=C2OC)OC)OC)C)OC)C=2OC=CC2